4-formyl-6-methyl-5-((3-methylbenzyl)oxy)-1,3-phenylene bis(4-methylbenzene-sulfonate) CC1=CC=C(C=C1)S(=O)(=O)OC1=CC(=C(C(=C1C)OCC1=CC(=CC=C1)C)C=O)OS(=O)(=O)C1=CC=C(C=C1)C